C(C)(C)(C)OC(=O)N1C[C@H](CC1)[C@@H](C(=O)OC(C)(C)C)CC1=CC2=C(OCCO2)C(=C1)CON (R)-3-((S)-3-(8-((aminooxy)methyl)-2,3-dihydrobenzo[b][1,4]dioxin-6-yl)-1-(tert-butoxy)-1-oxopropan-2-yl)pyrrolidine-1-carboxylic acid tert-butyl ester